ClC=1C=C(C=CC1C(F)(F)F)CC[C@@H](C(=O)N(C1=CC=CC=C1)CC(=O)O)NC(=O)OCC1C2=CC=CC=C2C=2C=CC=CC12 2-(N-[(2S)-4-[3-chloro-4-(trifluoromethyl)-phenyl]-2-(9H-fluoren-9-ylmethoxycarbonylamino)butanoyl]anilino)acetic acid